C(C)N(C1=NC=CC2=C1N=C(N=C2)NC2=C(C=C(C=C2)C=2C=NN(C2)C)OC)CC N8,N8-diethyl-N2-(2-methoxy-4-(1-methyl-1H-pyrazol-4-yl)phenyl)pyrido[3,4-d]pyrimidine-2,8-diamine